NC(C[C@H](/C(=C/CCC1=CC=CC=C1)/F)NC(OCCCCCC)=O)=O hexyl (R,Z)-(1-amino-4-fluoro-1-oxo-7-phenylhept-4-en-3-yl)carbamate